(2R)-N-[4-(3-pyridyloxy)phenyl]pyrrolidine-2-carboxamide dihydrochloride Cl.Cl.N1=CC(=CC=C1)OC1=CC=C(C=C1)NC(=O)[C@@H]1NCCC1